BrC=1C(=CC(=C(C1)S(=O)(=O)NC=1C(=C(C(=O)OC)C=C(C1)Cl)O)OC)Cl Methyl 3-((5-bromo-4-chloro-2-methoxyphenyl)sulfonamido)-5-chloro-2-hydroxybenzoate